[C@H]12CNC[C@H](CC1)N2C2=NC(=NC=1CC3(CCC21)CCCC2=CC=C(C=C23)O)OC[C@H]2N(CCC2)C 4'-((1R,5S)-3,8-Diazabicyclo[3.2.1]octan-8-yl)-2'-(((S)-1-methylpyrrolidin-2-yl)methoxy)-3,4,5',8'-tetrahydro-2H,6'H-spiro[naphthalene-1,7'-quinazolin]-7-ol